N1CC(C1)C1=CC(=NC=C1)C#N 4-(azetidin-3-yl)pyridine-2-carbonitrile